CC1=NNC=2C1=C1C=3CCCCC3C(=NC1=CC2)C2=CC=C(C(=O)NOC1OCCCC1)C=C2 4-(1-Methyl-8,9,10,11-tetrahydro-3H-pyrazolo[4,3-a]phenanthridin-7-yl)-N-((tetrahydro-2H-pyran-2-yl)oxy)benzamide